2-[1-[6-(5-cyclopropyl-4H-1,2,4-triazol-3-yl)-2-azaspiro[3.3]heptane-2-carbonyl]-4-piperidyl]-2-(4-fluorophenyl)acetamide C1(CC1)C=1NC(=NN1)C1CC2(CN(C2)C(=O)N2CCC(CC2)C(C(=O)N)C2=CC=C(C=C2)F)C1